[6-bromo-1-(2-hydroxyethyl)pyrrolo[2,3-b]pyridin-3-yl]-(6-fluorochroman-3-yl)methanone BrC1=CC=C2C(=N1)N(C=C2C(=O)C2COC1=CC=C(C=C1C2)F)CCO